FC=1C=C(C=CC1C=1N=C(SC1)NC=1C=NN(C1)CCCOC)N1C(OCC1)=O 3-(3-Fluoro-4-{2-[1-(3-methoxy-propyl)-1H-pyrazol-4-ylamino]-thiazol-4-yl}-phenyl)-oxazolidin-2-one